CC=1N=C(C=2C(N1)=CC(N(C2)N2CCOCC2)=O)N[C@H](C)C2=C(C(=CC=C2)C(F)(F)F)C (R)-2-methyl-4-((1-(2-methyl-3-(trifluoromethyl)phenyl)ethyl)amino)-6-morpholinopyrido[4,3-d]pyrimidin-7(6H)-one